4-[2-[4-[5-(3-methyl-1-bicyclo[1.1.1]pentanyl)-1-[4-(trifluoromethoxy)phenyl]pyrazol-3-yl]piperazin-1-yl]ethyl]morpholine CC12CC(C1)(C2)C2=CC(=NN2C2=CC=C(C=C2)OC(F)(F)F)N2CCN(CC2)CCN2CCOCC2